2-(4-isobutoxy-3-isopropyl-6-oxopyridazin-1(6H)-yl)-N-((4s,6r)-1-azaspiro[3.3]heptan-6-yl)acetamide C(C(C)C)OC=1C(=NN(C(C1)=O)CC(=O)NC1CC2(CCN2)C1)C(C)C